(E)-2-((E)-3-((Z)-2-(5-fluoro-3-methylbenzothiazole-2(3H)-ylidene)vinyl)-6-oxocyclohex-1,4-dien-1-yl)vinyl-3-methylbenzothiazole FC=1C=CC2=C(N(C(S2)=C=CC2C=C(C(C=C2)=O)/C=C/C2SC3=C(N2C)C=CC=C3)C)C1